3-bromo-2-(trifluoromethyl)-7,8-dihydro-6H-pyrrolo[1,2-a]pyrimidin-4-one BrC1=C(N=C2N(C1=O)CCC2)C(F)(F)F